4-(2-(3-Ethoxy-4-methylbenzyl)-7-oxyl-2,6-diazaspiro[3.4]octane-6-yl)benzoic acid, trifluoroacetic acid Salt FC(C(=O)O)(F)F.C(C)OC=1C=C(CN2CC3(C2)CN(C(C3)O)C3=CC=C(C(=O)O)C=C3)C=CC1C